2-[3-[(3-hexyl-decyl)oxy]-2-(sulfooxy)propyl]-3,4-dihydroisoquinolinium C(CCCCC)C(CCOCC(C[N+]1=CC2=CC=CC=C2CC1)OS(=O)(=O)O)CCCCCCC